C(C=CC)(=O)OCCCC butyl n-butenoate